Cl.Cl.Cl.Cl.NC1=C(C=C(C(=C1)N)N)N 1,2,4,5-tetraaminobenzene tetrahcl